N1C[C@@H](CCC1)N1C=CC2=C(C=CC=C12)N1C(NC(CC1)=O)=O (R)-1-(1-(piperidin-3-yl)-1H-indol-4-yl)dihydropyrimidine-2,4(1H,3H)-dione